BrC1=CN(C2=NC=C(C(=C21)C)F)S(=O)(=O)C2=CC=C(C)C=C2 3-bromo-5-fluoro-4-methyl-1-tosyl-1H-pyrrolo[2,3-b]pyridine